O\C=C/1\[C@H](C2C3CCC=4C=CC=CC4C3CC[C@@]2(C1=O)C)CCC(=O)NC1=NC=C(C=C1)OC 3-((13S,15S,Z)-16-(hydroxymethylene)-13-methyl-17-oxo-7,8,9,11,12,13,14,15,16,17-decahydro-6H-cyclopenta[a]phenanthren-15-yl)-N-(5-methoxypyridin-2-yl)-propanamide